O1COC2C1=CC=C2O cyclopenta[d][1,3]dioxol-4-ol